FC1([C@@H](C1)C(=O)N1C[C@@H](N(C[C@H]1C)C(=O)OC(C)(C)C)C)F tert-butyl (2S,5R)-4-((S)-2,2-difluorocyclopropane-1-carbonyl)-2,5-dimethylpiperazine-1-carboxylate